2,2,2-trifluoro-1-(4-(pyridin-4-ylmethyl)thiazol-2-yl)ethan-1-amine FC(C(N)C=1SC=C(N1)CC1=CC=NC=C1)(F)F